COC1=C(C(=CC(=C1)C(C)(CCCCCC)C)OC)[C@H]1C=C([C@@H]2C([C@H]1C2)(C)C)CN ((1S,4S,5S)-4-(2,6-dimethoxy-4-(2-methyloctan-2-yl)phenyl)-6,6-dimethylbicyclo[3.1.1]hept-2-en-2-yl)methanamine